bis[(beta-(3,5-di-tert-butyl-4-hydroxybenzyl)-methylcarboxyethyl)]sulfide C(C)(C)(C)C=1C=C(CC(CSCC(CC2=CC(=C(C(=C2)C(C)(C)C)O)C(C)(C)C)(C(=O)O)C)(C(=O)O)C)C=C(C1O)C(C)(C)C